The molecule is an aminotrisaccharide consisting of beta-D-galactopyranose, 2-acetamido-2-deoxy-beta-D-glucopyranose and L-furopyranose residues joined in sequence by (1->4) and (1->3) glycosidic bonds. It is an amino trisaccharide and a member of acetamides. It derives from a N-acetyllactosamine. C[C@H]1[C@H]([C@H]([C@@H](C(O1)O)O)O[C@H]2[C@@H]([C@H]([C@@H]([C@H](O2)CO)O[C@H]3[C@@H]([C@H]([C@H]([C@H](O3)CO)O)O)O)O)NC(=O)C)O